2-oxo-4-phenylbutyric ethyl ester C(C)OC(C(CCC1=CC=CC=C1)=O)=O